C(C)OC1=C(C=C(C=N1)C1=C(C2=C(CCC1)C=C(C=C2)O)C2=CC=C(C=C2)O[C@@H]2CN(CC2)CCCF)F 6-(6-ethoxy-5-fluoro-3-pyridyl)-5-[4-[(3S)-1-(3-fluoropropyl)pyrrolidin-3-yl]oxyphenyl]-8,9-dihydro-7H-benzo[7]annulen-2-ol